C(C)(C)(C)C1=CC=C(C=C1)C1=C(C(=C(C(=C1N)Cl)N)C1=CC=C(C=C1)C(C)(C)C)C1=CC=C(C=C1)C(C)(C)C tris(4-(tert-butyl)phenyl)-2-chlorobenzene-1,3-diamine